4-(methyl)acryloyloxybutoxybenzophenone CC=CC(=O)OCCCCOC1=C(C(=O)C2=CC=CC=C2)C=CC=C1